ClC1=C(C(=O)N2C[C@H](N(CC2)C=2C=CC(=NC2C(=O)N[C@H]2CN(CC2)C)C=2C(=NC=CC2)OCC)CC)C=CC(=C1)Cl 5-[(2R)-4-(2,4-dichlorobenzoyl)-2-ethylpiperazin-1-yl]-2'-ethoxy-N-[(3R)-1-methylpyrrolidin-3-yl]-[2,3'-bipyridine]-6-carboxamide